CN1N=CC=2C1=NC=CC2N2CC1=CC=C(C=C1CC2)N2CCNCC2 2-(1-methylpyrazolo[3,4-b]pyridin-4-yl)-6-piperazin-1-yl-3,4-dihydro-1H-isoquinoline